N1C=C(C2=CC=CC=C12)C[C@](C(=O)NC[C@@H](C1=CC=CC=C1)NC(CCC(=O)O)=O)(NC(=O)OC1C2CC3CC(CC1C3)C2)C 4-([(1R)-2-([(2R)-3-(1H-indol-3-yl)-2-methyl-1-oxo-2-([(tricyclo[3.3.1.13,7]dec-2-yloxy)carbonyl]amino)propyl]amino)-1-phenylethyl]amino)-4-oxobutanoic acid